9-(4-(4-amino-4-(trifluoromethyl)piperidin-1-yl)pyrimidin-2-yl)-1-(3,4-difluorophenyl)-1,9-diazaspiro[5.5]undecan-2-one NC1(CCN(CC1)C1=NC(=NC=C1)N1CCC2(CCCC(N2C2=CC(=C(C=C2)F)F)=O)CC1)C(F)(F)F